7-(3-hydroxyphenyl)-4-(3,4,5-trimethoxybenzoyl)-3,4-dihydroquinoxalin-2(1H)-one OC=1C=C(C=CC1)C1=CC=C2N(CC(NC2=C1)=O)C(C1=CC(=C(C(=C1)OC)OC)OC)=O